3,3'-(5'-(3-(3-pyridyl)phenyl)(1,1':3',1''-terphenyl)-3,3''-diyl)bispyridine N1=CC(=CC=C1)C=1C=C(C=CC1)C=1C=C(C=C(C1)C1=CC(=CC=C1)C=1C=NC=CC1)C1=CC(=CC=C1)C=1C=NC=CC1